3-(4-Isopropoxyphenyl)-5-(4-(4-methylpiperazin-1-yl)phenyl)-1H-pyrazolo[3,4-b]pyridine C(C)(C)OC1=CC=C(C=C1)C1=NNC2=NC=C(C=C21)C2=CC=C(C=C2)N2CCN(CC2)C